4-((2-Allyl-4-fluorophenyl)amino)-N-(2-(but-3-en-1-yl)-6-methoxypyridin-3-yl)-6-(trifluoromethyl)nicotinamide C(C=C)C1=C(C=CC(=C1)F)NC1=CC(=NC=C1C(=O)NC=1C(=NC(=CC1)OC)CCC=C)C(F)(F)F